[2-[3-[[(1S)-1-[4-[[2-chloro-8-[(1S)-1-methoxyethyl]imidazo[1,2-b]pyridazin-7-yl]amino]phenyl]-2,2,2-trifluoro-ethyl]-methyl-carbamoyl]pyrrolidin-1-yl]-2-oxo-ethyl]acetate ClC=1N=C2N(N=CC(=C2[C@H](C)OC)NC2=CC=C(C=C2)[C@@H](C(F)(F)F)N(C(=O)C2CN(CC2)C(COC(C)=O)=O)C)C1